ClC1=C(CCN2C=C(C=3C2=NC=CC3)C3=NC=C(C=N3)C3CC3)C=CC=C1 1-(2-chlorophenethyl)-3-(5-cyclopropylpyrimidin-2-yl)-1H-pyrrolo[2,3-b]pyridine